(S)-2-amino-3-(3-fluoro-4-((3-methyl-1H-pyrrolo[2,3-b]pyridin-4-yl)oxy)phenyl)-N-(1-(hydroxymethyl)cyclobutyl)propionamide N[C@H](C(=O)NC1(CCC1)CO)CC1=CC(=C(C=C1)OC1=C2C(=NC=C1)NC=C2C)F